Cl.ClC=1C=C(C=CC1)S(=O)(=O)C\C(\CN)=C\F (E)-2-(((3-chlorophenyl)sulfonyl)methyl)-3-fluoroprop-2-en-1-amine hydrochloride salt